4,5-dichloro-7-nitroquinoline ClC1=CC=NC2=CC(=CC(=C12)Cl)[N+](=O)[O-]